[K].CN(CC(C)(C)NS(=O)(=O)NC(NC1=C2CCCC2=CC=2CCCC12)=O)C 3-(N-(1-(Dimethylamino)-2-methylpropan-2-yl)sulfamoyl)-1-(1,2,3,5,6,7-hexahydro-s-indacen-4-yl)urea, potassium salt